BrC1=CC2=C(NC(N(C2=O)C2=CN=CC3=CC=CC=C23)=O)S1 6-bromo-3-(4-isoquinolinyl)-1H-thieno[2,3-d]pyrimidine-2,4-dione